Lithium 3-((N-benzylthiophen-2-sulfonamido)ethynyl)-2-(1H-pyrrol-1-yl)benzoate C(C1=CC=CC=C1)N(S(=O)(=O)C=1SC=CC1)C#CC=1C(=C(C(=O)[O-])C=CC1)N1C=CC=C1.[Li+]